ClC1=NC=NC=2NC3=CC(=CC=C3C21)C=C 4-chloro-7-vinyl-9H-pyrimido[4,5-b]indole